BrCCCN1CCC2(CCN(CC2)C(=O)C2=CC(=C(C=C2)NC2=NC=C(C(=N2)NC)Cl)OC)CC1 (9-(3-bromopropyl)-3,9-diazaspiro[5.5]undec-3-yl)(4-((5-chloro-4-(methylamino)pyrimidin-2-yl)amino)-3-methoxyphenyl)methanone